N-(((2R,3S,4R,5R)-5-(6-Amino-9H-purin-9-yl)-3,4-dihydroxytetrahydrofuran-2-yl)methyl)-2-naphthamide NC1=C2N=CN(C2=NC=N1)[C@H]1[C@@H]([C@@H]([C@H](O1)CNC(=O)C1=CC2=CC=CC=C2C=C1)O)O